(2S,4S)-2-fluoro-4-(phosphonomethyl)glutaric acid F[C@H](C(=O)O)C[C@@H](C(=O)O)CP(=O)(O)O